tert-butyl (3-(((2-(benzyloxy)-4-(cyclopropylmethoxy)benzyl)amino)methyl)-2-fluorophenyl)carbamate C(C1=CC=CC=C1)OC1=C(CNCC=2C(=C(C=CC2)NC(OC(C)(C)C)=O)F)C=CC(=C1)OCC1CC1